C1N(CC12CC(C2)C(=O)OC)C(=O)OC(C)(C)C O2-tert-butyl O6-methyl 2-azaspiro[3.3]heptane-2,6-dicarboxylate